2,4-bis[N-butyl-N-(1,2,2,6,6-pentamethyl-4-piperidinyl)amino]-6-chloro-1,3,5-triazine C(CCC)N(C1CC(N(C(C1)(C)C)C)(C)C)C1=NC(=NC(=N1)N(CCCC)C1CC(N(C(C1)(C)C)C)(C)C)Cl